C(C1=CC=CC=C1)OC=1C(=CC=C2CC(OCC12)=O)OC 8-(benzyloxy)-7-methoxyisochroman-3-one